(R)-N-((2-(6-(1-oxa-7-azaspiro[4.4]nonan-7-yl)pyridin-2-yl)-1,6-naphthyridin-7-yl)methyl)-4-methyl-3-(methylsulfonyl)benzamide O1CCC[C@@]12CN(CC2)C2=CC=CC(=N2)C2=NC1=CC(=NC=C1C=C2)CNC(C2=CC(=C(C=C2)C)S(=O)(=O)C)=O